O=C(CCC(=O)O)C1=CC=2C(=C3C=NNC3=CC2)S1 4-oxo-4-(6H-thieno[2,3-e]indazol-2-yl)butanoic acid